FC1=CC=C(C=2N=C(SC21)N)C2=C(C=C1C(=NC(=NC1=C2F)OC[C@]21CCCN1C[C@@H](C2)F)N2[C@@H](CCC2)C)C(F)(F)F 7-fluoro-4-(8-fluoro-2-(((2R,7aS)-2-fluorotetrahydro-1H-pyrrolizin-7a(5H)-yl)methoxy)-4-((R)-2-methylpyrrolidin-1-yl)-6-(trifluoromethyl)quinazolin-7-yl)benzo[d]thiazol-2-amine